Racemic-6-(3-(3-((1-(3-methoxyquinolin-5-yl)ethyl)amino)propanoyl)-3,8-diazabicyclo[3.2.1]octan-8-yl)nicotinonitrile COC=1C=NC2=CC=CC(=C2C1)C(C)NCCC(=O)N1CC2CCC(C1)N2C2=NC=C(C#N)C=C2